3-bromo-2-chloro-5,6-difluorobenzaldehyde BrC=1C(=C(C=O)C(=C(C1)F)F)Cl